N-cyclopentyl-4-(4-(2-(4-(trifluoromethyl)phenyl)acetamido)phenoxy)-7H-pyrrolo[2,3-D]pyrimidine-7-carboxamide C1(CCCC1)NC(=O)N1C=CC2=C1N=CN=C2OC2=CC=C(C=C2)NC(CC2=CC=C(C=C2)C(F)(F)F)=O